NC1CN(C1)C(=O)C1=C(C(=CC=C1)C=1C(=C2C(=NC1)NCC21CC1)Cl)F (3-Aminoazetidin-1-yl)(3-(4'-chloro-1',2'-dihydrospiro[cyclopropane-1,3'-pyrrolo[2,3-b]pyridin]-5'-yl)-2-fluorophenyl)methanone